6-fluoro-3-methoxybenzamide FC1=CC=C(C=C1C(=O)N)OC